5-(3-(3-(1H-1,2,3-triazol-4-yl)pyrrolidin-1-yl)isoOxazol-5-yl)-N-(5,6-difluoro-2,3-dihydro-1H-inden-2-yl)pyrimidin-2-amine N1N=NC(=C1)C1CN(CC1)C1=NOC(=C1)C=1C=NC(=NC1)NC1CC2=CC(=C(C=C2C1)F)F